tert-butyl 3-(3,5-dicyano-6-mercapto-4-(4-(2-methoxyethoxy)phenyl)pyridin-2-yl)pyrrolidine-1-carboxylate C(#N)C=1C(=NC(=C(C1C1=CC=C(C=C1)OCCOC)C#N)S)C1CN(CC1)C(=O)OC(C)(C)C